octahydro-benzofurane O1CCC2C1CCCC2